C(OC1=C(C=CC=C1)C1=CC=C(C=C1)C(C)(C1=CC=CC=C1)C)([O-])=O 4-(1-methyl-1-phenylethyl)phenylphenyl carbonate